lithium Lithium [Li].[Li]